4-((6-cyanoquinazolin-2-yl)amino)-N-methyl-1H-pyrrole-2-carboxamide C(#N)C=1C=C2C=NC(=NC2=CC1)NC=1C=C(NC1)C(=O)NC